The molecule is a C79 mycolic acid having a C53 meromycolic chain with two cis cyclopropyl functions and a saturated C26 alpha-branch. It is produced by Mycobacterium tuberculosis H37Ra. It has a role as a bacterial metabolite. It is a mycolic acid and a hydroxy fatty acid. It is a conjugate acid of a (2R)-2-[(1R)-1-hydroxy-18-{2-[10-(2-nonadecylcyclopropyl)decyl]cyclopropyl}octadecyl]hexacosanoate. CCCCCCCCCCCCCCCCCCCCCCCC[C@H]([C@@H](CCCCCCCCCCCCCCCCCC1CC1CCCCCCCCCCC2CC2CCCCCCCCCCCCCCCCCCC)O)C(=O)O